i-butyl-2,3-dimethylimidazolium hexafluorophosphate F[P-](F)(F)(F)(F)F.C(C(C)C)C=1[N+](=C(NC1)C)C